1-methyl-N-(3-(1-oxo-1,2,3,4-tetrahydroisoquinolin-6-yl)-1H-pyrrolo[2,3-b]pyridin-6-yl)piperidine-4-carboxamide CN1CCC(CC1)C(=O)NC1=CC=C2C(=N1)NC=C2C=2C=C1CCNC(C1=CC2)=O